N[C@@H]1C(N(C2=C(OC1)C=CC(=C2)NCC2(CCOCC2)CCl)C)=O (S)-3-amino-7-(((4-(chloromethyl)tetrahydro-2H-pyran-4-yl)methyl)amino)-5-methyl-2,3-dihydrobenzo[b][1,4]oxazepin-4(5H)-one